C1(CC1)C1=CC(=NC=2N1N=C(C2)C2=C(C=C(C=C2C)N2C[C@H](CC2)C(=O)OC)F)C(=O)N2[C@@H](C1=CC=CC=C1CC2)C Methyl (3S)-1-(4-{7-cyclopropyl-5-[(1R)-1-methyl-1,2,3,4-tetrahydroisoquinoline-2-carbonyl]pyrazolo[1,5-a]pyrimidin-2-yl}-3-fluoro-5-methylphenyl)pyrrolidine-3-carboxylate